NC1=NC(N(C=C1C#CCCN(C(/C=C/C(=O)O)=O)O)[C@@H]1O[C@@H]([C@H](C1)O)CO)=O (E)-4-((4-(4-amino-1-((2R,4S,5R)-4-hydroxy-5-(hydroxymethyl)tetrahydrofuran-2-yl)-2-oxo-1,2-dihydropyrimidin-5-yl)but-3-yn-1-yl)(hydroxy)amino)-4-oxobut-2-enoic acid